FC=1C=C2C(=CNC2=CC1)C1N(CCC2=CC(=CC=C12)C1=CC=C(C=C1)OC)C(=O)N (5-fluoro-1H-indol-3-yl)-6-(4-methoxyphenyl)-3,4-dihydroisoquinoline-2(1H)-carboxamide